Cl.NC=1C(=CC2=CC3=CC(=C(C=C3N=C2C1)N)C)C 3,6-diamino-2,7-dimethylacridine hydrochloride